CC1=NC(=NC(=C1)C)SCC(=O)NC1=CC(=C(C(=O)OC)C=C1)O Methyl 4-(2-((4,6-dimethylpyrimidin-2-yl)thio)acetamido)-2-hydroxybenzoate